CN1CC2(CC2)C(C1)NC(OC(C)(C)C)=O tert-butyl N-(5-methyl-5-azaspiro[2.4]heptan-7-yl)carbamate